3-[(3-Formyl-phenyl)-hydroxy-(4-trifluoromethoxy-phenyl)-methyl]-3-methyl-azetidine-1-carboxylic acid tert-butyl ester C(C)(C)(C)OC(=O)N1CC(C1)(C)C(C1=CC=C(C=C1)OC(F)(F)F)(O)C1=CC(=CC=C1)C=O